CC=1C=C(C=CC1C)N1CCN(CC1)S(=O)(=O)C1=CC=C(C=C1)NC(NCC=1C=NC=CC1)=O 3-{4-[4-(3,4-dimethylphenyl)piperazine-1-sulfonyl]phenyl}-1-(pyridin-3-ylmethyl)urea